CCCC[C@H](C)O (S)-(+)-2-hexanol